C1(=CC=CC=C1)S(=O)(=O)/C=C/CNC(=O)C=1C(NC=2CCN(CC2C1)C(=O)OCC(C)C)=O 2-methylpropyl 3-{[(2E)-3-(benzenesulfonyl)prop-2-en-1-yl]carbamoyl}-2-oxo-1,2,5,6,7,8-hexahydro-1,6-naphthyridine-6-carboxylate